C(CCC)C1=CN=C(C(=N1)N1CCC(CC1)C(=O)O)C1=CC=C(C=C1)OCCOC(F)(F)F 1-(6-butyl-3-(4-(2-(trifluoromethoxy)ethoxy)phenyl)pyrazin-2-yl)piperidine-4-carboxylic acid